O1C(=NC2=C1C=CC=C2)C=2C(=CC(=C(C#N)C2)N2C1=CC=CC=C1C=1C=C(C=CC21)C2=CC=CC=C2)N2C1=CC=CC=C1C=1C=C(C=CC21)C2=CC=CC=C2 5-(benzo[d]oxazol-2-yl)-2,4-bis(3-phenyl-9H-carbazol-9-yl)benzonitrile